CONC(C1=CN=CC=C1NC=1C(=NC(=CC1)C)NS(=O)(=O)C)=O N-methoxy-4-((6-methyl-2-(N-methylsulfonylamino)pyridin-3-yl)amino)nicotinamide